C(OC[C@H]1O[C@@]([C@@H]2OC(CCCC(O[C@@H]21)=O)=O)(C#N)C2=CC=C1C(=NC=NN12)N)(OC1CCCC1)=O ((7aR,8R,10R,10aR)-10-(4-aminopyrrolo[2,1-f][1,2,4]triazin-7-yl)-10-cyano-2,6-dioxooctahydro-2H-furo[3,4-b][1,4]dioxonin-8-yl)methyl cyclopentyl carbonate